C[C@@H](CN[C@H](C)C1=CC=CC2=CC=CC=C12)CC |&1:1| (2RS,αR)-2-Methylbutyl-α-1-naphthylethylamine